2,4-dimethoxyphenyl-1-(4-tert-butyl-phenyl)-3-(3,5-dimethoxystyryl)-5-(3,5-dimethoxyphenyl)-pyrazoline COC1=C(C=CC(=C1)OC)N1N(C(C=C1C=CC1=CC(=CC(=C1)OC)OC)C1=CC(=CC(=C1)OC)OC)C1=CC=C(C=C1)C(C)(C)C